5-(3,3-dimethylpiperazin-1-yl)-3-fluoro-N-[8-fluoro-2-methylimidazo[1,2-a]pyridin-6-yl]thiophene-2-carboxamide CC1(CN(CCN1)C1=CC(=C(S1)C(=O)NC=1C=C(C=2N(C1)C=C(N2)C)F)F)C